FC1=CC(=C(OC=2C(=NC=NC2)N([C@H]2C[C@H](C[C@H]2O)NC(OCC2=CC=CC=C2)=O)C)C=C1)C=1C(=NC=NC1)C(C)C benzyl {(1R,3S,4R)-3-[(5-{4-fluoro-2-[4-(propan-2-yl)pyrimidin-5-yl]phenoxy}pyrimidin-4-yl)(methyl)amino]-4-hydroxycyclopentyl}carbamate